FC1=C(CC=2C=3N(C=C(N2)C(N)=N)C(=CN3)F)C=C(C(=C1)C)F 8-(2,5-difluoro-4-methylbenzyl)-3-fluoroimidazo[1,2-a]pyrazine-6-carboximidamide